CN1CC(C1)(C)C(O)(C1=CC=C(C=C1)C(C)C)C1=CC(=NC=C1)N1[C@H](CCC1)CO (1,3-Dimethyl-azetidin-3-yl)-[2-((R)-2-hydroxymethyl-pyrrolidin-1-yl)-pyridin-4-yl]-(4-isopropyl-phenyl)-methanol